(2R,4S,5R)-3-t-butoxycarbonyl-2-(4'-methoxyphenyl)-4-phenyl-1,3-oxazolidine-5-carboxylic acid C(C)(C)(C)OC(=O)N1[C@H](O[C@H]([C@@H]1C1=CC=CC=C1)C(=O)O)C1=CC=C(C=C1)OC